FCCCC=1C(=NC(=NC1OC)NS(=O)(=O)C1=CNC(=C1)C=1SC=CN1)OC N-(5-(3-fluoropropyl)-4,6-dimethoxypyrimidin-2-yl)-5-(thiazol-2-yl)-1H-pyrrol-3-sulfonamide